CC1=CC=C(O1)CC1=C(C(=O)N)C=CC=C1NC1=NC=C(C=N1)C=1SC=CC1 [(5-methylfuran-2-yl)methyl]-3-{[5-(thiophen-2-yl)pyrimidin-2-yl]amino}benzamide